N-(3-Aminopyrazin-2-yl)sulfonyl-2-(2,4-dimethylphenoxy)-6-(3-fluoro-5-isopropoxyphenyl)pyridin-3-carboxamid NC=1C(=NC=CN1)S(=O)(=O)NC(=O)C=1C(=NC(=CC1)C1=CC(=CC(=C1)OC(C)C)F)OC1=C(C=C(C=C1)C)C